CC1(OB(OC1(C)C)NC1=CC=CC=C1)C (4,4,5,5-tetramethyl-1,3,2-dioxaborolan-2-yl)aniline